(3S,4R)-3-{3-[2-hydroxy-6-methyl-4-(trifluoromethyl)phenyl]-5,6-dihydro-7H-pyrrolo[2,3-c]pyridazin-7-yl}-1-methylpiperidin-4-ol OC1=C(C(=CC(=C1)C(F)(F)F)C)C1=CC2=C(N=N1)N(CC2)[C@H]2CN(CC[C@H]2O)C